C1(CCC1)C1CC2(C1)N(C(N(C2=O)C2=CN=CC1=CC=CC=C21)=O)CC(C2=NC=CC=C2)=O 2-cyclobutyl-7-(isoquinolin-4-yl)-5-(2-oxo-2-(pyridin-2-yl)ethyl)-5,7-diazaspiro[3.4]octane-6,8-dione